C(C)OC=1C=C(C=NC1)C1=C(C=CC=C1)CN1CCNCC1 4-[[2-(5-ethoxypyridin-3-yl)phenyl]methyl]piperazin